Barium Neodymium [Nd].[Ba]